C1(=CC=C(C=C1)C1=CC(=NC=C1)CNC(C1=CC(=CC=C1)S(=O)(=O)C)=O)C1=CC=CC=C1 N-((4-([1,1'-biphenyl]-4-yl)pyridin-2-yl)methyl)-3-(methylsulfonyl)benzamide